C1(=CC=C(C=C1)N(C1=C(C=CC=C1)C1=CC(=CC=C1)C1=CC=CC=C1)C1=CC=2N(C3=CC=CC=C3C2C=C1)C1=CC=CC=C1)C1=CC=CC=C1 Biphenyl-4-yl-(9-phenyl-9H-carbazol-2-yl)-[1,1':3',1'']terphenyl-2-yl-amin